N,N-bisaminopropylpentylamine NCCCN(CCCN)CCCCC